6-chloro-2-(1-(3-chloropyridin-2-yl)-3-((1,1-dioxothietan-3-yl)oxy)-1H-pyrazol-5-yl)-8-methyl-4H-benzo[d][1,3]oxazin-4-one ClC1=CC2=C(N=C(OC2=O)C2=CC(=NN2C2=NC=CC=C2Cl)OC2CS(C2)(=O)=O)C(=C1)C